CC1(C2=CC(=CC=C2C=2C=CC(=CC12)C1=CC=CC=2C=C(C3=C(C=4C(O3)=C(C=CC4)NC4=CC=CC=C4)C12)C1=CC=CC=C1)C1=CC=CC=2C=C(C4=C(C=3C(O4)=C(C=CC3)NC3=CC=CC=C3)C12)C1=CC=CC=C1)C (9,9-dimethyl-9H-fluoren-2,7-diyl)bis(6,N-diphenylbenzo[b]naphtho[1,2-d]furan-8-amine)